cis-(2R,6R)-N-(4-fluoropyrrolidin-3-yl)-6-methyl-4-[8-(trifluoromethyl)-5-quinolyl]morpholine-2-carboxamide F[C@@H]1[C@@H](CNC1)NC(=O)[C@H]1CN(C[C@H](O1)C)C1=C2C=CC=NC2=C(C=C1)C(F)(F)F